ClC=1C=C(C=C(C1)Cl)C1=NC=CC=C1C1=NN2C(C=CC=C2)=N1 2-(3,5-Dichlorophenyl)pyridin-3-yl-[1,2,4]triazolo[1,5-a]pyridin